ClC1=CC=C(C=C1)CO (4-chloro-phenyl)-methanol